COC[C@H](C[C@@H](C=C)C)S(=O)(=O)N (2S,4S)-1-METHOXY-4-METHYLHEX-5-ENE-2-SULFONAMIDE